FC1=CC(=CC2=CN(N=C12)C)C=1OC2=C(C=C(C=C2C(C1)=O)C)C(C)NC1=C(C(=O)O)C=CC=C1 2-[1-[2-(7-Fluoro-2-methyl-indazol-5-yl)-6-methyl-4-oxo-chromen-8-yl]ethylamino]benzoic acid